1,3-benzoquinone C1(CC(CC=C1)=O)=O